2-(1-Chlorobutyl)-4-phenyl-2H-1,2,3-triazole ClC(CCC)N1N=CC(=N1)C1=CC=CC=C1